(R)-4-(2-hydroxy-1-phenylethoxy)-3-methoxy-N-(5-(pyridin-4-yl)-1,3,4-thiadiazol-2-yl)benzamide OC[C@H](OC1=C(C=C(C(=O)NC=2SC(=NN2)C2=CC=NC=C2)C=C1)OC)C1=CC=CC=C1